C(CCCC)C1=CC=C(CN(CC2=NC=CC=C2)CC2=C(C(=CC=C2)CN(CC2=NC=CC=C2)CC2=CC=C(C=C2)CCCCC)O)C=C1 2,6-bis-{[(4-pentyl-benzyl)-pyridin-2-ylmethyl-amino]Methyl}-phenol